BrC1=CC2=C(OC[C@@H](C(N2C)=O)NC(=O)N2N=CC(=C2)CC=2C(=NC(=CC2)F)F)C=C1 (S)-N-(7-bromo-5-methyl-4-oxo-2,3,4,5-tetrahydrobenzo[b][1,4]oxazepin-3-yl)-4-((2,6-difluoropyridin-3-yl)methyl)-1H-pyrazole-1-carboxamide